bis(4-ethylphenyl)-iodonium C(C)C1=CC=C(C=C1)[I+]C1=CC=C(C=C1)CC